ClC=1C(=CC(=C(C=O)C1)O)OCC=1C(=C(C=CC1)C1=C(C(=CC=C1)OCCCN1CC2C(C1)COC2)C)C 5-chloro-4-((2,2'-dimethyl-3'-(3-(tetrahydro-1H-furo[3,4-c]pyrrol-5(3H)-yl)propoxy)-[1,1'-biphenyl]-3-yl)methoxy)-2-hydroxybenzaldehyde